2-bromo-6-(dibromomethyl)benzoic acid ethyl ester C(C)OC(C1=C(C=CC=C1C(Br)Br)Br)=O